5-methyl-3-(phenylethynyl)pyrazin-2-amine CC=1N=C(C(=NC1)N)C#CC1=CC=CC=C1